C(C=C)C(=O)Cl allcarbonyl chloride